4-bromo-1-(p-toluenesulfonyl)pyrrolidin-3-ol BrC1C(CN(C1)S(=O)(=O)C1=CC=C(C)C=C1)O